CC=1C(=CC2=C(N(C(N2)=O)[C@H]2CN(CCC2)CC#N)C1)C=1C=C(C=2N(C1)N=CN2)C (R)-2-(3-(6-methyl-5-(8-methyl-[1,2,4]triazolo[1,5-a]pyridin-6-yl)-2-oxo-2,3-dihydro-1H-benzo[d]imidazol-1-yl)piperidin-1-yl)acetonitrile